N1C(=NC=C1)C1CCN(CC1)C(=O)C1=CC=C(C=C1)C1=CC(=CC=C1)Cl (4-(1H-imidazol-2-yl)piperidin-1-yl)(3'-chloro-[1,1'-biphenyl]-4-yl)methanone